5-phenyl-1-naphthalonitrile C1(=CC=CC=C1)C1=C2C=CC=C(C2=CC=C1)C#N